1-(4-methoxyphenyl)-5-phenyl-4,5-dihydro-1H-pyrazole-3-carboxylic acid ethyl ester C(C)OC(=O)C1=NN(C(C1)C1=CC=CC=C1)C1=CC=C(C=C1)OC